COC=1C=C(C=CC1OC)C1=NOC(=N1)C1CCN(CC1)C([C@@H](C)NC(C1=CC=CC=C1)=O)=O |r| rac-N-(1-(4-(3-(3,4-dimethoxyphenyl)-1,2,4-oxadiazol-5-yl)piperidin-1-yl)-1-oxopropan-2-yl)benzamide